OCCN1C(CC(CC1(C)C)O)(C)C 1-(2-hydroxyethyl)-4-hydroxy-2,2,6,6-tetramethylpiperidine